N1=CC=CC2=CC=CN=C12 [1,8]Naphthyridin